(4aS,5aR)-5,5-difluoro-N-{1-[(3R,4R)-3-fluoropiperidin-4-yl]pyrazol-4-yl}-4,5a-dimethyl-1H,4H,4aH,6H-cyclopropa[f]indazole-3-carboxamide FC1([C@H]2C(C=3C(=NNC3C[C@]21C)C(=O)NC=2C=NN(C2)[C@H]2[C@@H](CNCC2)F)C)F